1-[1-(2-fluoroacryloyl)azetidin-3-yl]-7-[3-(1-methylhexahydropyridin-4-yl)-1,2,4-oxadiazol-5-yl]-3-[4-(trifluoromethyl)phenyl]-2,3-dihydro-1H-imidazo[5,4-b]pyridin-2-one FC(C(=O)N1CC(C1)N1C(N(C2=NC=CC(=C21)C2=NC(=NO2)C2CCN(CC2)C)C2=CC=C(C=C2)C(F)(F)F)=O)=C